C(C)(C)(C)OC(N[C@H](C(=O)NC1=CC=C(C=C1)C1=CC(=C(C=C1)Cl)Cl)CCCC)=O (S)-tert-butyl(1-((3',4'-dichloro-[1,1'-biphenyl]-4-yl)amino)-1-oxohexan-2-yl)carbamate